3-((3-((4-(4-amino-3-(4-phenoxyphenyl)-1H-pyrazolo[3,4-d]pyrimidin-1-yl)piperidin-1-yl)methyl)-2-fluorophenyl)amino)piperidine-2,6-dione NC1=C2C(=NC=N1)N(N=C2C2=CC=C(C=C2)OC2=CC=CC=C2)C2CCN(CC2)CC=2C(=C(C=CC2)NC2C(NC(CC2)=O)=O)F